3-(2-((1-((dimethylamino)meth-yl)cyclopropyl)methoxy)-6,8-difluoro-7-(3-hydroxynaphthalen-1-yl)quinazolin-4-yl)-6-methyl-3,8-diazabicyclo[3.2.1]octan-6-ol CN(C)CC1(CC1)COC1=NC2=C(C(=C(C=C2C(=N1)N1CC2CC(C(C1)N2)(O)C)F)C2=CC(=CC1=CC=CC=C21)O)F